C1[C@H]([C@H](OC2=C1C(=CC(=C2[C@@H]3[C@H]([C@H](OC4=CC(=CC(=C34)O)O)C5=CC(=C(C=C5)O)O)O)O)O)C6=CC(=C(C=C6)O)O)OC(=O)C7=CC(=C(C(=C7)O)O)O The molecule is a gallate ester obtained by formal condensation of the carboxy group of gallic acid with the (3'R)-hydroxy group of procyanidin B2. It has a role as a metabolite and an antioxidant. It is a proanthocyanidin, a gallate ester, a polyphenol and a biflavonoid. It derives from a gallic acid and a procyanidin B2.